NC1=C(C=C(C=N1)NC(C(=O)N1[C@H](CC[C@@H](C1)C)C1=NN(C=C1)C1=CC=NN1)=O)C (6-amino-5-methyl-3-pyridyl)-2-[(2R,5S)-5-methyl-2-[1-(1H-pyrazol-5-yl)pyrazol-3-yl]-1-piperidyl]-2-oxo-acetamide